C(C1=CC=CC=C1)OC=1C=C2C(=C3C=C(NC13)C(=O)N1CCC3=CC=CC=C13)[C@@H](CN2C(=O)C=2NC1=C(C(=C(C=C1C2)OC)OC)OC)CCl (S)-(5-(benzyloxy)-1-(chloromethyl)-7-(indoline-1-carbonyl)-1,2-dihydropyrrolo[3,2-e]indol-3(6H)-yl)(5,6,7-trimethoxy-1H-indol-2-yl)methanone